N-(5-cyano-6-(2H-1,2,3-triazol-2-yl)pyridin-3-yl)-1-(1-methyl-1H-indazol-3-yl)-5-(trifluoromethyl)-1H-pyrazole-4-carboxamide C(#N)C=1C=C(C=NC1N1N=CC=N1)NC(=O)C=1C=NN(C1C(F)(F)F)C1=NN(C2=CC=CC=C12)C